C(CCC)N=C=N n-butylcarbodiimide